BrC1=CC(=C(C=C1C)NC(C(=O)OCC)=O)NC=1C(=NC=CC1)OC Ethyl 2-((4-bromo-2-((2-methoxypyridin-3-yl)amino)-5-methylphenyl)amino)-2-oxoacetate